ruthenium (triphenylphosphine) dichloride [Cl-].[Cl-].C1(=CC=CC=C1)P(C1=CC=CC=C1)C1=CC=CC=C1.[Ru+2]